3-isopropyl-triazole-4-carboxamide C(C)(C)N1N=NC=C1C(=O)N